Thiocarbonic acid C(O)(O)=S